(3-hydroxypropyl)-3-methyl-7-((5-methylpyridin-3-yl)methyl)-8-(3-(trifluoromethoxy)phenoxy)-1H-purine-2,6(3H,7H)-dione OCCCN1C(N(C=2N=C(N(C2C1=O)CC=1C=NC=C(C1)C)OC1=CC(=CC=C1)OC(F)(F)F)C)=O